NC1=NC=2C=NC(=CC2C2=C1COC2)C(=O)N2[C@@H](COCC2)C=2C=NC(=CC2)OC(C)C (4-amino-1,3-dihydrofuro[3,4-c][1,7]naphthyridin-8-yl)((3R)-3-(6-(2-propanyloxy)-3-pyridinyl)-4-morpholinyl)methanone